FC(S(=O)(=O)NC1=C(C=C(C=C1)C1=NN(C(=C1C(=O)N)NC1=NC=CN=C1)COCC[Si](C)(C)C)OC(CC)C1=CC=C(C=C1)F)F 3-[4-(difluoromethanesulfonamido)-3-[1-(4-fluorophenyl)propoxy]phenyl]-5-[(pyrazin-2-yl)amino]-1-{[2-(trimethylsilyl)ethoxy]methyl}-1H-pyrazole-4-carboxamide